(6R,8aS)-6-[8-amino-1-(4-{(1R)-1-hydroxy-1-[3-(trifluoromethyl)phenyl]ethyl}-2-methoxyphenyl)imidazo[1,5-a]pyrazin-3-yl]hexahydroindolizin-3(2H)-one NC=1C=2N(C=CN1)C(=NC2C2=C(C=C(C=C2)[C@@](C)(C2=CC(=CC=C2)C(F)(F)F)O)OC)[C@H]2CN1C(CC[C@@H]1CC2)=O